C(#N)N1CCC2(CC(C2)N2N=NC(=C2C)C2=CC=3N(C(=C2)OC(CO)C2=NC=C(C=C2)F)C(=CN3)C#N)CC1 7-[1-(7-Cyano-7-azaspiro[3.5]nonan-2-yl)-5-methyl-triazol-4-yl]-5-[1-(5-fluoro-2-pyridyl)-2-hydroxy-ethoxy]imidazo[1,2-a]pyridine-3-carbonitrile